ClC1=CC(N(C(N1C1=CC=C(C=C1)OC(F)(F)F)=O)C1=CC=C(C=C1)OC(F)(F)F)=O 6-chloro-1,3-bis[4-(trifluoromethoxy)phenyl]pyrimidine-2,4(1H,3H)-dione